N-((2-bromo-5-(trifluoromethyl)phenyl)carbamothioyl)benzamide BrC1=C(C=C(C=C1)C(F)(F)F)NC(=S)NC(C1=CC=CC=C1)=O